(2R)-2-(6-{5-chloro-2-[(2-methyl-2H-1,2,3-triazol-4-yl)amino]pyrimidin-4-yl}-1-oxo-2,3-dihydro-1H-isoindol-2-yl)-N-[(1R)-1-[3-chloro-6-(ethylamino)pyridin-2-yl]ethyl]propanamide ClC=1C(=NC(=NC1)NC1=NN(N=C1)C)C1=CC=C2CN(C(C2=C1)=O)[C@@H](C(=O)N[C@H](C)C1=NC(=CC=C1Cl)NCC)C